BrC[N+](=O)[O-] bromo(nitro)methane